CC1=C(C(=C(C(=C1CC1=CC(=C(C(=C1)C(C)(C)C)O)C(C)(C)C)C)CC1=CC(=C(C(=C1)C(C)(C)C)O)C(C)(C)C)C)CC1=CC(=C(C(=C1)C(C)(C)C)O)C(C)(C)C 1,3,5-trimethyl-2,4,6-tris(3',5'-di-t-butyl-4-hydroxy-benzyl)benzene